FC=1C=C(C=CC1)CNC(=O)C=1C(N(C2=CC=CC=C2C1C)C)=O N-[(3-Fluorophenyl)-methyl]-1,4-dimethyl-2-oxo-1H-quinoline-3-carboxylic acid amide